C(C(C)=C)CC(=O)[O-] Methallylacetat